F[C@@H]1[C@H](CN(C1)C=1N(C=CN1)COCC[Si](C)(C)C)NC(OC(C)(C)C)=O tert-butyl N-[(3S,4S)-4-fluoro-1-(1-{[2-(trimethylsilyl)ethoxy]methyl}-1H-imidazol-2-yl)pyrrolidin-3-yl]carbamate